[F].C[SiH2]C1=CC=CC=C1 methyl-phenyl-silane fluorine